tert-butyl 8-bromo-2,3-dihydro-4H-pyrido[3,2-b][1,4]oxazine-4-carboxylate BrC1=CC=NC2=C1OCCN2C(=O)OC(C)(C)C